Cl[C@@H](C=O)CC1=CC=CC=C1 (R)-2-chloro-3-phenylpropionaldehyde